ClC1=CC=CC=2NC3=CC=C(C=C3C(C12)(C)C)CN1CCNCC1 1-chloro-9,9-dimethyl-7-(piperazin-1-ylmethyl)-9,10-dihydroacridine